2,3-dichloro-5-(1,1-difluoroethyl)pyridine ClC1=NC=C(C=C1Cl)C(C)(F)F